FC1(CCN(CC1)C1=NC(=CC(=N1)C=1N=NN(C1)C1=C(C=C(C=C1)NS(=O)(=O)C1(CC1)CO)N1CCCCC1)C)F N-(4-(4-(2-(4,4-difluoropiperidin-1-yl)-6-methylpyrimidin-4-yl)-1H-1,2,3-triazol-1-yl)-3-(piperidin-1-yl)phenyl)-1-(hydroxymethyl)cyclopropane-1-sulfonamide